4-(4-fluoro-3-chlorophenylamino)7-methoxy-6-aminoquinazoline FC1=C(C=C(C=C1)NC1=NC=NC2=CC(=C(C=C12)N)OC)Cl